C(C(C)C)(=O)O.CCC(CCCCC)=O METHYL-heptanone (CIS-ISOBUTYRATE)